tert-butyl N-[1-methyl-4-(4,4,5,5-tetramethyl-1,3,2-dioxaborolan-2-yl)pyrazol-3-yl]carbamate CN1N=C(C(=C1)B1OC(C(O1)(C)C)(C)C)NC(OC(C)(C)C)=O